C1NCC12CC(C2)OC=2N=CC(=NC2)C2=C(C=C(C=C2)N2C=NC=C2)O 2-(5-((2-azaspiro[3.3]hept-6-yl)oxy)pyrazin-2-yl)-5-(1H-imidazol-1-yl)phenol